C(C)(C)(C)OC(C(C#N)C1=CC(=NC=C1C(=O)OC)Cl)=O methyl 4-(2-(tert-butoxy)-1-cyano-2-oxoethyl)-6-chloronicotinate